FC1C(NC(NC1)=O)=O 5-FLUORODIHYDROURACILE